S1C(=CC=C1)S(=O)(=O)C1=NC=CC=N1 2-(thiophenylsulfonyl)pyrimidine